FC=1C(=C(C=NC1)[C@H]1C2=C(NC(=C1C(=O)OC)CF)COC2=O)[C@H](C)F methyl (S)-4-(5-fluoro-4-((S)-1-fluoroethyl) pyridin-3-yl)-2-(fluoromethyl)-5-oxo-1,4,5,7-tetrahydrofuro[3,4-b]pyridine-3-carboxylate